tert-butyl 4-[2-[4-[2-hydroxy-5-methyl-6-(trifluoromethyl)pyrimidin-4-yl]pyrazol-1-yl]acetyl]piperazine-1-carboxylate OC1=NC(=C(C(=N1)C=1C=NN(C1)CC(=O)N1CCN(CC1)C(=O)OC(C)(C)C)C)C(F)(F)F